FC(C(=O)O)(F)F.FC(C(=O)O)(F)F.C12CN(CC(CC1)N2)C2=C(C(N(C1=C(C(=NC=C21)C2=CC(=CC1=CC=C(C(=C21)C#C)F)O)F)C)=O)Br 4-(3,8-diazabicyclo[3.2.1]octan-3-yl)-3-bromo-7-(8-ethynyl-7-fluoro-3-hydroxynaphthalen-1-yl)-8-fluoro-1-methyl-1,6-naphthyridin-2(1H)-one bis(2,2,2-trifluoroacetate)